3-amino-6-chloro-N-(4-fluoro-3-(trifluoromethyl)phenyl)thieno[3,2-c]pyridine-2-carboxamide NC1=C(SC2=C1C=NC(=C2)Cl)C(=O)NC2=CC(=C(C=C2)F)C(F)(F)F